Tert-butyl (5-(1-(5,5-difluoro-2-carbonylpiperidin-1-yl)-2-methoxyethyl)thiazol-2-yl)carbamate FC1(CCC(N(C1)C(COC)C1=CN=C(S1)NC(OC(C)(C)C)=O)=C=O)F